4-amino-8-[2-fluoro-5-[[6-(trifluoromethyl)-2-pyridinyl]methoxy]phenyl]-2-oxo-N-propyl-1H-quinoline-3-carboxamide NC1=C(C(NC2=C(C=CC=C12)C1=C(C=CC(=C1)OCC1=NC(=CC=C1)C(F)(F)F)F)=O)C(=O)NCCC